NC1=NC=2C=CC(=CC2C2=C1N(N=C2)C)C(=O)N(CC2=NC=C(C=C2)C(F)(F)F)[C@H](C)C2=NC=CC=N2 4-amino-3-methyl-N-((1R)-1-(2-pyrimidinyl)ethyl)-N-((5-(trifluoromethyl)-2-pyridinyl)methyl)-3H-pyrazolo[3,4-c]quinoline-8-carboxamide